3-cyclobutyl-3,4-dihydroquinoxalin-2(1H)-one C1(CCC1)C1C(NC2=CC=CC=C2N1)=O